NC1=NNC(=C1C#N)C1=CC=C(C=C1)OC1=CC=CC=C1 3-amino-4-cyano-5-(4-phenoxyphenyl)pyrazole